(2S,4R)-4-fluoro-2-(((S)-(5-isopropyl-4-methylpyridin-2-yl)(phenyl)methyl)carbamoyl)pyrrolidin-1-ium chloride [Cl-].F[C@@H]1C[C@H]([NH2+]C1)C(N[C@@H](C1=CC=CC=C1)C1=NC=C(C(=C1)C)C(C)C)=O